6-(4-(1-Ethyl-3-(6-(trifluoromethyl)pyridin-3-yl)-1H-1,2,4-triazol-5-yl)cyclohexyl)-2-thia-6-azaspiro[3.4]octane 2,2-dioxide C(C)N1N=C(N=C1C1CCC(CC1)N1CC2(CS(C2)(=O)=O)CC1)C=1C=NC(=CC1)C(F)(F)F